C(C)(C)(C)OC(=O)N(CCCC(=O)OC(C)(C)C)CC=O tert-butyl 4-((tert-butoxycarbonyl)(2-oxoethyl)amino)butanoate